N-[(5-cyclopropyl-1H-pyrazol-3-yl)methyl]-N'-(3,5-dimethylphenyl)malonamide C1(CC1)C1=CC(=NN1)CNC(CC(=O)NC1=CC(=CC(=C1)C)C)=O